FC1=C(C=CC=C1)C1=NN(C2=C(C=CC=C12)CN1CCC(CC1)C1=NC2=C(N1C(C)C1=NC=CC=C1)C=CC=C2)C 3-(2-fluorophenyl)-1-methyl-7-((4-(1-(1-(pyridin-2-yl)ethyl)-1H-benzo[d]imidazol-2-yl)piperidin-1-yl)methyl)-1H-indazole